tert-butyl[(2R)-1-[(4-aminobenzyl) (2-thienylmethyl)amino]-6-{[(benzyloxy)-carbonyl]amino}-1-oxohexan-2-yl]carbamate C(C)(C)(C)OC(N[C@@H](C(=O)N(CC=1SC=CC1)CC1=CC=C(C=C1)N)CCCCNC(=O)OCC1=CC=CC=C1)=O